trans-2-trimethylsilylethyl N-[[5-(5-amino-2,2-dimethyl-3H-benzofuran-6-yl)-1,3-dioxan-2-yl]methyl]-N-methyl-carbamate NC=1C(=CC2=C(CC(O2)(C)C)C1)[C@H]1CO[C@@H](OC1)CN(C(OCC[Si](C)(C)C)=O)C